C(C)(C)(C)OC(=O)N[C@H](C(=O)OC(C)(C)C)CC1=CC=C(C=C1)OS(=O)(=O)C(F)(F)F tert-Butyl (2S)-2-(tert-butoxycarbonylamino)-3-[4-(trifluoromethylsulfonyloxy)phenyl]propanoate